N-[(1R,2S)-4-chloro-2-formyl-2,3-dihydro-1H-inden-1-yl]carbamic acid tert-butyl ester C(C)(C)(C)OC(N[C@@H]1[C@H](CC2=C(C=CC=C12)Cl)C=O)=O